methyl 3-(5-(2,6-dimethylphenyl)pyridin-3-yl)-3-((R)-2-hydroxy-4-methylpentanamido)propanoate CC1=C(C(=CC=C1)C)C=1C=C(C=NC1)C(CC(=O)OC)NC([C@@H](CC(C)C)O)=O